(2S,3aS,7aS)-octahydro-1H-indol-2-carboxylic acid N1[C@@H](C[C@@H]2CCCC[C@H]12)C(=O)O